7'-oxo-N-(prop-2-en-1-yl)-7',8'-dihydro-6'H-spiro[cyclohexane-1,9'-furo[2,3-f]quinazoline]-2'-carboxamide O=C1NC2=CC=C3C(=C2C2(N1)CCCCC2)OC(=C3)C(=O)NCC=C